ethyl 4-cyclopropyl-3-(1,5-dimethyl-1H-pyrazol-4-yl)isothiazole-5-carboxylate C1(CC1)C=1C(=NSC1C(=O)OCC)C=1C=NN(C1C)C